BrC1=C(C=C(C=C1OCOCC[Si](C)(C)C)Cl)CO [2-bromo-5-chloro-3-(2-trimethylsilylethoxymethoxy)phenyl]methanol